(3R,13as)-2-propenoyl chloride C(C=C)(=O)Cl